Cyclopropyl-(trimethylsilyl)acetylene C1(CC1)C#C[Si](C)(C)C